1-[5-({[4-(aminomethyl)phenyl]methyl}amino)-4-fluoro-3-[5-hydroxy-1-(3-hydroxypyrrolidine-1-carbonyl)-2-methylpyrrolidin-3-yl]-1H-pyrazol-1-yl]-3-hydroxy-2,2-dimethylpropan-1-one NCC1=CC=C(C=C1)CNC1=C(C(=NN1C(C(CO)(C)C)=O)C1C(N(C(C1)O)C(=O)N1CC(CC1)O)C)F